C(C#C)NC1=CC=CC=C1 N-(prop-2-yn-1-yl)aniline